C(#N)C=1C=C(C=CC1N1CCC(CC1)O)N(S(=O)(=O)C1=CC=CC=C1)CC1=CC=C(C=C1)F N-(3-cyano-4-(4-hydroxypiperidin-1-yl)phenyl)-N-(4-fluorobenzyl)benzenesulfonamide